bis(2-(2-butoxyethoxy) ethyl) adipate C(CCCCC(=O)OCCOCCOCCCC)(=O)OCCOCCOCCCC